2,3-dichloro-4-pyridyl-boronic acid ClC1=NC=CC(=C1Cl)B(O)O